4-hydroxybutyryl-phosphate OCCCC(=O)OP(=O)([O-])[O-]